5-bromo-2-methyl-4-(trifluoromethoxy)aniline BrC=1C(=CC(=C(N)C1)C)OC(F)(F)F